zinc-silver-indium sulfur (R)-5-amino-3-(2-(4-(5-(2,3-dihydroxypropoxy)-2,4-difluorophenyl)piperazin-1-yl)ethyl)-8-(furan-2-yl)thiazolo[5,4-e][1,2,4]triazolo[1,5-c]pyrimidin-2(3H)-one NC1=NC2=C(C=3N1N=C(N3)C=3OC=CC3)SC(N2CCN2CCN(CC2)C2=C(C=C(C(=C2)OC[C@@H](CO)O)F)F)=O.[S].[In].[Ag].[Zn]